C(CCCC)[C@@H]1CC[C@H](CC1)C1=CC=C(C=C1)C1=CC=CC=C1 4'-(Trans-4-pentylcyclohexyl)-[1,1'-biphenyl]